tert-butyl 2-(((3s,5s,7s)-adamantan-1-yl) amino)-5-nitronicotinate C12(CC3CC(CC(C1)C3)C2)NC2=C(C(=O)OC(C)(C)C)C=C(C=N2)[N+](=O)[O-]